2-oxo-1,3-dihydrobenzene O=C1CC=CCC1